3,5-diaminopyrazol-1-carboxamide NC1=NN(C(=C1)N)C(=O)N